C(C)(C)(C)OC(=O)N1CCC(CC1)C1=NC2=C(C=C(C=C2C(N1)=O)C=1C=CC=2N(C1)C=C(N2)C)C 4-[8-methyl-6-(2-methylimidazo[1,2-a]pyridin-6-yl)-4-oxo-3,4-dihydroquinazolin-2-yl]piperidine-1-carboxylic acid tert-butyl ester